5-(4-(4-((4-(4-amino-3-(4-phenoxyphenyl)-1H-pyrazolo[3,4-d]pyrimidin-1-yl)piperidin-1-yl)methyl)piperidine-1-carbonyl)piperazin-1-yl)-2-(2,6-dioxopiperidin-3-yl)isoindoline-1,3-dione NC1=C2C(=NC=N1)N(N=C2C2=CC=C(C=C2)OC2=CC=CC=C2)C2CCN(CC2)CC2CCN(CC2)C(=O)N2CCN(CC2)C=2C=C1C(N(C(C1=CC2)=O)C2C(NC(CC2)=O)=O)=O